C(#N)C1=NC=C(C=C1NS(=O)(=O)C1=C(C=C(C=C1)F)F)C=1C=C2C(=NC=NC2=CC1)N1CCN(CC1)C(\C=C\C(C)=O)=O (E)-N-(2-cyano-5-(4-(4-(4-oxopent-2-enoyl)piperazin-1-yl)quinazolin-6-yl)pyridin-3-yl)-2,4-difluorobenzenesulfonamide